4-ethyl-4,9-dihydroxy-1H-pyrano[3',4':6,7]indolizino[1,2-b]quinoline-3,14(4H,12H)-dione monohydrochloride Cl.C(C)C1(C(OCC=2C(N3CC=4C(=NC=5C=CC(=CC5C4)O)C3=CC21)=O)=O)O